C(C)C1=CC=CC=2CCOC21 7-Ethyl-2,3-dihydrobenzofuran